5-Chloro-8-fluoro-2-methyl-2,3-dihydroimidazo[1,2-c]pyrimidine ClC1=NC=C(C=2N1CC(N2)C)F